O=C(NCCOCCN1C[C@@H](CC1)NS(=O)(=O)C1=CC(=CC=C1)C1CN(CC2=C(C=C(C=C12)Cl)C)C)NCCCCNC(NCCOCCN1C[C@@H](CC1)NS(=O)(=O)C1=CC(=CC=C1)C1CN(CC2=C(C=C(C=C12)Cl)C)C)=O N,N'-[(3R,3'R)-(7,14-Dioxo-3,18-dioxa-6,8,13,15-tetraazaicosane-1,20-diyl)bis(pyrrolidine-1,3-diyl)]bis[3-(6-chloro-2,8-dimethyl-1,2,3,4-tetrahydroisoquinolin-4-yl)benzenesulfonamide]